(S)-4-(3-fluorobenzyl)-N-(7-(2-((2-hydroxy-2-methylpropyl)amino)-2-oxoethoxy)-5-methyl-4-oxo-2,3,4,5-tetrahydrobenzo[b][1,4]oxazepin-3-yl)-1H-pyrazole-1-carboxamide FC=1C=C(CC=2C=NN(C2)C(=O)N[C@@H]2C(N(C3=C(OC2)C=CC(=C3)OCC(=O)NCC(C)(C)O)C)=O)C=CC1